(5'S,7a'R)-5'-(3,5-difluorophenyl)-1-(5-fluoro-4-methoxypyrimidin-2-yl)tetrahydro-3'H-spiro[piperidine-4,2'-pyrrolo[2,1-b][1,3]oxazol]-3'-one FC=1C=C(C=C(C1)F)[C@@H]1CC[C@H]2OC3(C(N21)=O)CCN(CC3)C3=NC=C(C(=N3)OC)F